CC1CCC(NC1)C=1C=C2C=CNC2=CC1 5-(5-methylpiperidin-2-yl)-1H-Indole